magnesium-calcium-magnesium-zinc [Zn].[Mg].[Ca].[Mg]